2-(4-bromo-2-chloro-6-fluorophenyl)-6-ethoxy-2,5-dihydro-4H-pyrazolo[3,4-d]pyrimidin-4-one BrC1=CC(=C(C(=C1)F)N1N=C2N=C(NC(C2=C1)=O)OCC)Cl